6-(3-amino-6-(3-((dimethylamino)methyl)-4-((2R,6S)-2,6-dimethylmorpholino)phenyl)-5-fluoropyrazin-2-yl)-4-chloroisoquinolin-1(2H)-one NC=1C(=NC(=C(N1)F)C1=CC(=C(C=C1)N1C[C@H](O[C@H](C1)C)C)CN(C)C)C=1C=C2C(=CNC(C2=CC1)=O)Cl